(3R)-3-({2-[1-(propan-2-yl)-1H-pyrazol-4-yl]-7-(trifluoromethoxy)[1,2,4]triazolo[1,5-c]quinazolin-5-yl}amino)azepan-2-one (E)- or (Z)-(2-(bromomethyl)-3-fluoroallyl)carbamate BrCC(CNC(O)=O)=CF.CC(C)N1N=CC(=C1)C1=NN2C(=NC=3C(=CC=CC3C2=N1)OC(F)(F)F)N[C@H]1C(NCCCC1)=O